ClC1=C(CN2OCC(C2=O)(C)C)C=C(C=C1)Cl 2-(2,5-dichlorobenzyl)-4,4-dimethyl-1,2-oxazolidine-3-one